(S)-5-(4-((7,8-dimethyl-6-oxo-5,6-dihydro-1,5-naphthyridin-3-yl)methyl)-3-methylpiperazin-1-yl)-N-methylpyridineamide CC=1C(NC=2C=C(C=NC2C1C)CN1[C@H](CN(CC1)C=1C=CC(=NC1)C(=O)NC)C)=O